FC(C(=O)O)(F)F.CN(CC=CC=O)C 4-(dimethylamino)but-2-en-1-one 2,2,2-trifluoroacetate